N-((1-(5-(6-(Difluoromethyl)imidazo[1,2-b]pyridazin-3-yl)pyridin-3-yl)piperidin-3-yl)methyl)methanesulfonamide FC(C=1C=CC=2N(N1)C(=CN2)C=2C=C(C=NC2)N2CC(CCC2)CNS(=O)(=O)C)F